N(=[N+]=[N-])C1=C(C(=C(C=O)C(=C1F)F)F)F 4-azido-2,3,5,6-tetrafluorobenzaldehyde